(2r,3r)-N-(cyclopropylmethyl)-3-(3,4-dimethoxybenzyl)-4-hydroxy-2-(4-hydroxy-3-methoxybenzyl)butanamide zinc [Zn].C1(CC1)CNC([C@@H]([C@H](CO)CC1=CC(=C(C=C1)OC)OC)CC1=CC(=C(C=C1)O)OC)=O